C(C)N1N=CC2=CC=C(C=C12)C1=CC(=NN1C=1C=CC=C2C=NN(C12)C)CO [5-(1-Ethyl-1H-indazol-6-yl)-1-(1-methyl-1H-indazol-7-yl)-1H-pyrazol-3-yl]methanol